(S)-1-(4-((4-((2-fluoro-4-((2-(2-(hydroxymethyl)morpholino)pyridin-4-yl)oxy)phenyl)amino)-7-methoxyquinazolin-6-yl)amino)piperidin-1-yl)prop-2-en-1-one FC1=C(C=CC(=C1)OC1=CC(=NC=C1)N1C[C@H](OCC1)CO)NC1=NC=NC2=CC(=C(C=C12)NC1CCN(CC1)C(C=C)=O)OC